phytyl bromide C(\C=C(/C)\CCC[C@H](C)CCC[C@H](C)CCCC(C)C)Br